C(C)(C)OC([C@H](CCOC(=O)OC[C@H]1O[C@@]([C@@H]([C@@H]1O)O)(C#N)C1=CC=C2C(=NC=NN21)N)N(C)C)=O (2S)-4-[[(2R,3S,4R,5R)-5-(4-aminopyrrolo[2,1-f][1,2,4]triazin-7-yl)-5-cyano-3,4-dihydroxy-tetrahydrofuran-2-yl]methoxycarbonyloxy]-2-(dimethylamino)butanoic acid isopropyl ester